(3R)-1-(2-((3-((S)-1-amino-2-((1S,3S,5S)-3-cyano-2-azabicyclo[3.1.0]hexan-2-yl)-2-oxoethyl)adamantan-1-yl)oxy)ethyl)pyrrolidine-3-carboxamide N[C@H](C(=O)N1[C@H]2C[C@H]2C[C@H]1C#N)C12CC3(CC(CC(C1)C3)C2)OCCN2C[C@@H](CC2)C(=O)N